C(C)OC(=O)C1=C(C=2N(N=C1)C(=C(N2)C)N2CCCCC2)C(C)C 8-isopropyl-2-methyl-3-(piperidin-1-yl)imidazo[1,2-b]Pyridazine-7-carboxylic acid ethyl ester